COC1=CC=C(C=C1)C1=NC2=CC=CC=C2C(=C1)NCCCN1CCC(CC1)C(=O)N 1-(3-((2-(4-Methoxyphenyl)quinolin-4-yl)amino)propyl)piperidine-4-carboxamide